4,6-dichloro-5-isopropyl-pyrimidin-2-amine ClC1=NC(=NC(=C1C(C)C)Cl)N